t-butyldecyl-dimethoxysilane C(C)(C)(C)[Si](OC)(OC)CCCCCCCCCC